Nε-Carbobenzyloxy-L-lysine C(=O)(OCC1=CC=CC=C1)NCCCC[C@H](N)C(=O)O